F[C@@H]1C[C@H]2[C@@H]([C@H]([C@@H]1O2)C(=O)NC2=CC(=CC=C2)C(F)(F)F)C2=CC(=NC=C2)C (1S,2R,3S,4S,6R)-6-fluoro-3-(2-methylpyridin-4-yl)-N-(3-(trifluoromethyl)benzeneYl)-7-oxabicyclo[2.2.1]Heptane-2-carboxamide